1,1-bis-(4-dibenzylaminophenyl)propane C(C1=CC=CC=C1)N(C1=CC=C(C=C1)C(CC)C1=CC=C(C=C1)N(CC1=CC=CC=C1)CC1=CC=CC=C1)CC1=CC=CC=C1